FC1=C(CN2C(N(C(C=C2NC2=CC3=C(N=C(S3)C)C=C2Cl)=O)CC2=NN(C=N2)C)=O)C=C(C(=C1)F)F 1-(2,4,5-trifluorobenzyl)-6-(5-chloro-2-methylbenzo[d]thiazol-6-ylamino)-3-((1-methyl-1H-1,2,4-triazol-3-yl)methyl)pyrimidine-2,4(1H,3H)-dione